ClC1=CC(=C(C=C1C1NOC(C1)(C)C(=NO)C)N1C(N(C(N(C1=O)C)=S)C)=O)F 3-[4-Chloro-2-fluoro-5-[5-[N-hydroxy-C-methyl-carbonimidoyl]-5-methyl-isoxazolidin-3-yl]phenyl]-1,5-dimethyl-6-thioxo-1,3,5-triazinane-2,4-dione